(2S,4R)-4-fluoro-N-[(S)-[6-fluoro-5-(propan-2-yl)pyridin-2-yl](phenyl)methyl]-1-[2-(4-methyl-1,3-oxazol-2-yl)acetyl]pyrrolidine-2-carboxamide F[C@@H]1C[C@H](N(C1)C(CC=1OC=C(N1)C)=O)C(=O)N[C@@H](C1=CC=CC=C1)C1=NC(=C(C=C1)C(C)C)F